NC1=C2N=CN(C2=NC=N1)CC=1OC2=CC=CC=C2C(C1C1=CC=CC=C1)=O 2-[(6-amino-9H-purin-9-yl)methyl]-3-phenyl-4H-chromen-4-one